FC(OC=1C=C(C=CC1)N1C(N(C2=C1C=NC(=C2)C(=O)OCC)C(C)C)=O)F ethyl 3-(3-(difluoromethoxy)phenyl)-1-isopropyl-2-oxo-2,3-dihydro-1H-imidazo[4,5-c]pyridine-6-carboxylate